BrC=1C=CC(=NC1OC)NS(=O)(=O)C1=CN(C2=CC(=CC=C12)Cl)CCO N-(5-bromo-6-methoxypyridin-2-yl)-6-chloro-1-(2-hydroxyethyl)indole-3-sulfonamide